C1(CC1)C1=NN(C=C1C1=NC=CC(=C1)N1CCN(CC1)C)[C@@H]1C[C@H](C1)CNC=1C=C2C(N(C(C2=CC1)=O)C1C(NC(CC1)=O)=O)=O 5-(((trans-3-(3-cyclopropyl-4-(4-(4-methylpiperazin-1-yl)pyridin-2-yl)-1H-pyrazol-1-yl)cyclobutyl)methyl)amino)-2-(2,6-dioxopiperidin-3-yl)isoindoline-1,3-dione